6,6-bis(heptyloxy)hexanenitrile C(CCCCCC)OC(CCCCC#N)OCCCCCCC